7-(4-Fluorophenyl)-N4,5,5-trimethyl-N2-[3-(4-methylimidazol-1-yl)-1-bicyclo[1.1.1]pentanyl]-6H-pyrrolo[2,3-d]pyrimidin-2,4-diamin FC1=CC=C(C=C1)N1CC(C2=C1N=C(N=C2NC)NC21CC(C2)(C1)N1C=NC(=C1)C)(C)C